(3R)-1-[(1R,2R)-2-[2-(3,4-dimethoxyphenyl)ethoxy]cyclohexyl]3-pyrrolidinol hydrochloride Cl.COC=1C=C(C=CC1OC)CCO[C@H]1[C@@H](CCCC1)N1C[C@@H](CC1)O